BrC1=CC=2C(=NNC(C2C(=N1)NC([2H])([2H])[2H])=O)CNC(=O)OC(C)(C)C 2-methylpropan-2-yl [({7-Bromo-4-oxo-5-[(trideuteromethyl)amino]-3H-pyrido[4,3-d][1,2]diazin-1-yl}methyl)amino]carboxylate